Octadecanal C(CCCCCCCCCCCCCCCCC)=O